2-bromo-N1,N1-bis(4-(tert-butyl)phenyl)-N3,N3-di(naphthalen-1-yl)benzene-1,3-diamine BrC1=C(C=CC=C1N(C1=CC=CC2=CC=CC=C12)C1=CC=CC2=CC=CC=C12)N(C1=CC=C(C=C1)C(C)(C)C)C1=CC=C(C=C1)C(C)(C)C